1-[5-(difluoromethyl)-1,3,4-thiadiazol-2-yl]-6-[3-(fluoromethyl)-3-oxetanylaminosulfonyl]-4-(1-isobutyryl-1,2,3,6-tetrahydro-4-pyridyl)-3-methyl-1,3-dihydro-2H-1,3-benzimidazol-2-one FC(C1=NN=C(S1)N1C(N(C2=C1C=C(C=C2C=2CCN(CC2)C(C(C)C)=O)S(=O)(=O)NC2(COC2)CF)C)=O)F